NC=1C=C(C=C(C1)C(F)(F)F)[C@@H](C)NC1=NNC(C2=CC=C(C=C12)N1CCC(CC1)N(C)C)=O (R)-4-((1-(3-amino-5-(trifluoromethyl)phenyl)ethyl)amino)-6-(4-(dimethylamino)piperidine-1-yl)phthalazin-1(2H)-one